Scandium nitrat [N+](=O)([O-])[O-].[Sc+3].[N+](=O)([O-])[O-].[N+](=O)([O-])[O-]